magnesium ((2R,3S,5R)-5-(4-amino-2-oxopyrimidin-1(2H)-yl)-3-(((benzyloxy)(hydroxy)phosphoryl)oxy) tetrahydrofuran-2-yl)methyl benzyl hydrogen phosphate P(=O)(OC[C@H]1O[C@H](C[C@@H]1OP(=O)(O)OCC1=CC=CC=C1)N1C(N=C(C=C1)N)=O)(OCC1=CC=CC=C1)O.[Mg]